FC(C=1C=CC=2N(N1)C(=CN2)C2=CC(=NC=C2C)F)F 6-(difluoromethyl)-3-(2-fluoro-5-methylpyridin-4-yl)imidazo[1,2-b]pyridazine